4H-oxazin O1N=CCC=C1